cyclopentyl-(diphenyl)phosphane palladium iron dichloride [Fe](Cl)Cl.[Pd].C1(CCCC1)P(C1=CC=CC=C1)C1=CC=CC=C1